N-(2-hydroxyethyl)palmitoylamide OCCCCCCCCCCCCCCCCCC(=O)[NH-]